ClC=1C=C(C=2N(N1)C(=CN2)C=2C=NN(C2)C(C)C)NCC2=NC1=C(N2)C(=CC=C1)Cl 6-chloro-N-((7-chloro-1H-benzo[d]imidazol-2-yl)methyl)-3-(1-isopropyl-1H-pyrazol-4-yl)imidazo[1,2-b]pyridazin-8-amine